CN1CC(C1)(C)OC1=C(C=C(C=C1)C(=O)N1CCC(CC1)C1=CC=C(C=C1)OC=1N=NC(=CC1)C(F)(F)F)NS(=O)(=O)CC1=CC=CC=C1 N-(2-((1,3-dimethylazetidin-3-yl)oxy)-5-(4-(4-((6-(trifluoromethyl)pyridazin-3-yl)oxy)phenyl)piperidine-1-carbonyl)phenyl)-1-phenylmethanesulfonamide